F[C@H]1[C@@H](CN(CC1)C(=O)OC(C)(C)C)NC(=O)C=1OC2=C(C1)C=CC=C2C2=C(C=CC=C2)OCC(F)(F)F tert-butyl trans-4-fluoro-3-(7-(2-(2,2,2-trifluoroethoxy)phenyl)benzofuran-2-carboxamido)piperidine-1-carboxylate